ClC=1C(=CC=2N=CN=C(C2N1)C1=C(N=C(S1)C)C1=CC=CC=C1)OC 5-(6-chloro-7-methoxypyrido[3,2-d]pyrimidin-4-yl)-2-methyl-4-phenylthiazole